C(C)(=O)O.C(C)(=O)O.C(C)C1=C(C(=CC=C1)CC)I (2,6-diethylphenyl) iodide diacetate